(S)-6-(1-amino-1,3-dihydrospiro[indene-2,4'-piperidine]-1'-yl)-3-(1-(2-(hydroxymethyl)phenyl)vinyl)-1,5-dihydro-4H-pyrazole N[C@@H]1C2=CC=CC=C2CC12CCN(CC2)C2=CC=CC(=C2C(=C)C2=NNCC2)CO